CC=1C=C(C=C2C(N(C(=NC12)C1=CC=2N(C=N1)C=CC2)COCC[Si](C)(C)C)=O)C(=O)N2CCOCC2 8-methyl-6-(morpholine-4-carbonyl)-2-(pyrrolo[1,2-c]pyrimidin-3-yl)-3-((2-(trimethylsilyl)ethoxy)methyl)quinazolin-4(3H)-one